NC=1N=C(N(C(C1I)=O)C)N1CCC2([C@@H]([C@@H](OC2)C)N[S@](=O)C(C)(C)C)CC1 (R)-N-((3S,4S)-8-(4-amino-5-iodo-1-methyl-6-oxo-1,6-dihydropyrimidin-2-yl)-3-methyl-2-oxa-8-azaspiro[4.5]decan-4-yl)-2-methylpropane-2-sulfinamide